4-[4-benzyloxy-1-(4-fluorophenyl)-2-(2-hydroxy-1,1-dimethyl-propyl)indol-3-yl]Benzoic acid C(C1=CC=CC=C1)OC1=C2C(=C(N(C2=CC=C1)C1=CC=C(C=C1)F)C(C(C)O)(C)C)C1=CC=C(C(=O)O)C=C1